CN1N=C(C=C1C)NC1=NC=C(C(=N1)C1=CNC2=C(C=CC=C12)N1C(C2=CC=CC(=C2C1)C=1C=CC(=NC1)C#N)=O)C 5-(2-(3-(2-((1,5-dimethyl-1H-pyrazol-3-yl)amino)-5-methylpyrimidin-4-yl)-1H-indol-7-yl)-1-oxoisoindolin-4-yl)pyridinecarbonitrile